C1NCC12COC(OC2)CCN(C2=CC=C(C#N)C=C2)CC2=CC=C(C=C2)C(C)(C)C 4-((2-(6,8-dioxa-2-azaspiro[3.5]nonan-7-yl)ethyl)(4-(tert-butyl)benzyl)amino)benzonitrile